tert-butyl-1-(2-chloroethyl)-4-(4-nitrophenyl)piperazine tert-butyl-5-methoxy-4-((2-(4-(methoxycarbonyl)phenyl)-4-(2-methylbutyl)piperazin-1-yl)methyl)-7-methyl-1H-indole-1-carboxylate C(C)(C)(C)OC(=O)N1C=CC2=C(C(=CC(=C12)C)OC)CN1C(CN(CC1)CC(CC)C)C1=CC=C(C=C1)C(=O)OC.C(C)(C)(C)C1N(CCN(C1)C1=CC=C(C=C1)[N+](=O)[O-])CCCl